COC(=O)C1=CC2=CC=CC=C2C=C1 Methyl-2-naphthoate